(E)-N-[6-[(6-chloro-1,2,3,4-tetrahydroacridin-9-yl)amino]hexyl]-3-(3,4-dihydroxyphenyl)prop-2-enamide ClC=1C=C2N=C3CCCCC3=C(C2=CC1)NCCCCCCNC(\C=C\C1=CC(=C(C=C1)O)O)=O